C(C1=C(C=CC=C1)C1=CNC(C2=CC(=CC=C12)O[C@@H](C(=O)N1[C@H](COCC1)C(=O)N)C)=O)([2H])([2H])[2H] (R)-4-((R)-2-((4-(2-(methyl-d3)phenyl)-1-oxo-1,2-dihydroisoquinolin-7-yl)oxy)propanoyl)morpholine-3-carboxamide